C1(CCC1)SC1=CC=CC(=N1)C1=CC(=C(OCCCC(=O)O)C=C1)F 4-[4-(6-cyclobutylsulfanyl-pyridin-2-yl)-2-fluoro-phenoxy]-butyric acid